9-anthracenylmethylbenzoyl-methyl-sulfonium C1=CC=CC2=CC3=CC=CC=C3C(=C12)C[S+](C)C(C1=CC=CC=C1)=O